1-(3-Amino-2,4-difluorophenyl)-2-(butylamino)ethan-1-ol NC=1C(=C(C=CC1F)C(CNCCCC)O)F